ClC1=C(C=CC(=C1)C(F)(F)F)C=1OC2=C(C(=CC(=C2C(C1)=O)O)O)[C@H]1[C@@H](N(CC1)C)CO 2-[2-chloro-4-(trifluoromethyl)phenyl]-5,7-dihydroxy-8-[(2R,3S)-2-(hydroxymethyl)-1-methylpyrrolidin-3-yl]chromen-4-one